N-(5-fluoro-1-methyl-1H-pyrazol-3-yl)-5-(2-methyl-5-(((1R,5S,7s)-9-methyl-3-oxa-9-azabicyclo[3.3.1]nonan-7-yl)oxy)pyridin-4-yl)pyrazolo[1,5-a]pyridin-2-amine FC1=CC(=NN1C)NC1=NN2C(C=C(C=C2)C2=CC(=NC=C2OC2C[C@H]3COC[C@@H](C2)N3C)C)=C1